ONC(=O)C1=CC2=C(OCC(N2CC2=CC3=CC=CC=C3C=C2)=O)C=C1 N-hydroxy-4-(naphthalen-2-ylmethyl)-3-oxo-3,4-dihydro-2H-benzo[b][1,4]oxazine-6-carboxamide